(R)-4-(6-(6-ethoxy-2-methyl-2H-indazole-5-carboxamido)pyridazin-3-yl)-2-methylpiperazine-1-carboxylic acid tert-butyl ester C(C)(C)(C)OC(=O)N1[C@@H](CN(CC1)C=1N=NC(=CC1)NC(=O)C1=CC2=CN(N=C2C=C1OCC)C)C